C(C)N[C@@H]1CN(C[C@@H]1F)C1=NC=C(C=N1)C(=O)NC=1C=C(C=2N(C1)C=C(N2)C)F 2-((3R,4S)-3-(ethylamino)-4-fluoropyrrolidin-1-yl)-N-(8-fluoro-2-methylimidazo[1,2-a]pyridin-6-yl)pyrimidine-5-carboxamide